BrC(C(=O)C1=CC=C(C=C1)OC1=CC=C(C=C1)Cl)CC 2-bromo-1-(4-(4-chlorophenoxy)phenyl)butan-1-one